ClC=1C(=C(C=CC1Cl)NC1=NC=NC2=CC=C(C=C12)C1CNCC1)F N-(3,4-dichloro-2-fluoro-phenyl)-6-pyrrolidin-3-yl-quinazolin-4-amine